FC1=C(N)C=C(C=C1C=1C=NN(C1)C)COC1OCCCC1 2-fluoro-3-(1-methyl-1H-pyrazol-4-yl)-5-(((tetrahydro-2H-pyran-2-yl)oxy)methyl)aniline